ClC=1C=C(C=NC1)C1=NOC(=N1)C=1C=CC(N(N1)CC=1C=NC=C(C1)F)=O 6-(3-(5-chloropyridin-3-yl)-1,2,4-oxadiazol-5-yl)-2-((5-fluoropyridin-3-yl)methyl)pyridazin-3(2H)-one